C1(CC1)C1=CC=C(C=N1)C(=O)N(C=1C=NN2C1OCCC2)CC=2C=CC=1C3=C(C(=NC1C2)NCC2=C(C=C(C=C2)OC)OC)COC3 6-cyclopropyl-N-[(4-{[(2,4-dimethoxyphenyl)methyl]amino}-1H,3H-furo[3,4-c]quinolin-7-yl)methyl]-N-{5H,6H,7H-pyrazolo[3,2-b][1,3]oxazin-3-yl}pyridine-3-carboxamide